BrC=1C=CC2=C(C(=C(O2)C#N)I)C1 5-bromo-3-iodo-1-benzofuran-2-carbonitrile